2-(4-(4-(4-(2-Amino-2-methyl-propanoyl)piperazine-1-carboxamido)-2-oxopyrimidin-1(2H)-yl)phenyl)-2-(exo-6-amino-3-azabicyclo[3.1.0]hexan-3-yl)acetic Acid Hydrochloride Salt Cl.NC(C(=O)N1CCN(CC1)C(=O)NC1=NC(N(C=C1)C1=CC=C(C=C1)C(C(=O)O)N1CC2C(C2C1)N)=O)(C)C